({4-[(2-methylpropan-2-enoyl) oxy] hexyloxy} oxy) benzoate C(C1=CC=CC=C1)(=O)OOOCCCC(CC)OC(C(=C)C)=O